(1-methylpiperidin-4-yl)formamide Ethyl-2-chloro-4-{[(1R)-1-phenylethyl]amino}pyrimidine-5-carboxylate C(C)OC(=O)C=1C(=NC(=NC1)Cl)N[C@H](C)C1=CC=CC=C1.CN1CCC(CC1)NC=O